N-((1R,2R,4S)-7-cyano-7-azabicyclo[2.2.1]heptan-2-yl)-1-(2-methylpropyl)-3-(6-methyl-2-pyridinyl)-1H-indazole-6-carboxamide C(#N)N1[C@H]2[C@@H](C[C@@H]1CC2)NC(=O)C2=CC=C1C(=NN(C1=C2)CC(C)C)C2=NC(=CC=C2)C